1-(3-Chloro-2'-hydroxy-3'-(pyridin-4-yl)-[1,1'-biphenyl]-4-yl)pyrrolidin-2-one 2,2,2-trifluoroacetate FC(C(=O)O)(F)F.ClC=1C=C(C=CC1N1C(CCC1)=O)C1=C(C(=CC=C1)C1=CC=NC=C1)O